4,4'-[1-[4-[2-(4-hydroxyphenyl)-2-propyl]phenyl]ethylene]bisphenol OC1=CC=C(C=C1)C(C)(C)C1=CC=C(C=C1)C(CC1=CC=C(C=C1)O)C1=CC=C(C=C1)O